ClC1=C(C=CC=C1F)[C@@H]1N(OCC1)C1=CC(=NC=N1)NC=1C(=CC(=C(C1)NC(C=C)=O)N1CCC(CC1)N1[C@H](CN(CC1)C1CC1)C)OC N-(5-((6-((R)-3-(2-chloro-3-fluorophenyl)-isoxazolidine-2-yl)pyrimidine-4-yl)amino)-2-(4-((S)-4-cyclopropyl-2-methylpiperazine-1-yl)piperidine-1-yl)-4-methoxyphenyl)acrylamide